NC=1C=NC=2CCN=CC2C1 3-amino-7,8-dihydro-1,6-Naphthyridine